3-methoxy-6-(trifluoromethyl)pyrazine COC=1C=NC(=CN1)C(F)(F)F